n-butyl-2-ethylhexylethylether C(CCC)C(C)(CC(CCCC)CC)OC(C)(CCCC)CC(CCCC)CC